2-(2-(3-(dimethylamino)pyrrolidine-1-carbonyl)-6-((4-methoxyphenyl)amino)-1H-indol-1-yl)-1-(4-methoxyphenyl)ethane-1-one CN(C1CN(CC1)C(=O)C=1N(C2=CC(=CC=C2C1)NC1=CC=C(C=C1)OC)CC(=O)C1=CC=C(C=C1)OC)C